(S)-2-((R)-6-fluoroisochroman-1-yl)-1-methylpyrrolidine FC=1C=C2CCO[C@H](C2=CC1)[C@H]1N(CCC1)C